BrC1=C(C=CC=C1)OP(=O)(OC1=C(C=CC=C1)Br)OC1=C(C=CC=C1)Br.O1C(C1)COC1=CC=C(C=C1)SSC1=CC=C(C=C1)OCC1OC1 1,2-bis(4-(oxiran-2-ylmethoxy)phenyl)disulfane tri(bromophenyl)phosphate